tricosyl alcohol C(CCCCCCCCCCCCCCCCCCCCCC)O